C1=CC=CC=2C3=CC=CC=C3C(C12)COC(=O)NC(CC(=O)O)C(=O)N(C)CCC(=O)OCC=C 3-((((9H-fluoren-9-yl)methoxy)carbonyl)amino)-4-((3-(allyloxy)-3-oxopropyl)(methyl)amino)-4-oxobutanoic acid